(2S,5R)-4-(2-Amino-2-methylpropanoyl)-N-(1-(4-((4-aminopiperidin-1-yl)methyl)phenyl)-2-oxo-1,2-dihydropyrimidin-4-yl)-2,5-dimethylpiperazine-1-carboxamide hydrochloride salt Cl.NC(C(=O)N1C[C@@H](N(C[C@H]1C)C(=O)NC1=NC(N(C=C1)C1=CC=C(C=C1)CN1CCC(CC1)N)=O)C)(C)C